(1,2,4-tri-n-propylcyclopentadienyl)tris(diethylamino)titanium C(CC)C1(C(=CC(=C1)CCC)CCC)[Ti](N(CC)CC)(N(CC)CC)N(CC)CC